3-trifluoromethanesulfonylpropanoic acid FC(S(=O)(=O)CCC(=O)O)(F)F